NC1=NC=C(C2=C1C(=NN2C)C2=CC(=C(C=C2)NS(=O)(=O)C(F)F)O[C@@H](C)C2=CC=C(C=C2)F)C=2C=NN(C2)CCCCCCCCC(=O)OCC ethyl 9-(4-{4-amino-3-[4-(difluoromethanesulfonamido)-3-[(1S)-1-(4-fluorophenyl)ethoxy] phenyl]-1-methyl-1H-pyrazolo[4,3-c]pyridin-7-yl}-1H-pyrazol-1-yl)nonanoate